C(C)(C)(C)C1=NN(C(=C1C)B1OC(C(O1)(C)C)(C)C)C1CCC(CC1)(F)F 3-tert-butyl-1-(4,4-difluorocyclohexyl)-4-methyl-5-(4,4,5,5-tetramethyl-1,3,2-dioxaborolan-2-yl)pyrazole